3-{4-amino-3-[(1S)-1-(pyridin-2-yl)ethoxy]phenyl}-5-[(pyrazin-2-yl)amino]-1-{[2-(trimethylsilyl)ethoxy]methyl}-1H-pyrazole-4-carboxamide NC1=C(C=C(C=C1)C1=NN(C(=C1C(=O)N)NC1=NC=CN=C1)COCC[Si](C)(C)C)O[C@@H](C)C1=NC=CC=C1